ClC1=C(C=CC=C1OC)C1=NOC(=C1C(=O)OC)/C(=C/N(C)C)/C(C)=O methyl (Z)-3-(2-chloro-3-methoxyphenyl)-5-[1-(dimethylamino)-3-oxobut-1-en-2-yl]-1,2-oxazole-4-carboxylate